1-(benzyloxy)-8-hydroxy-6-methyl-7,8,9,10-tetrahydro-7,10-methanopyrido[4,3-c]azocin-5(6H)-one C(C1=CC=CC=C1)OC1=NC=CC=2C(N(C3C(CC(C21)C3)O)C)=O